cysteamine hydrochloride salt Cl.NCCS